NC(CC(=O)O)C(NC(C(=O)OC)CCCNC(C)=O)=O 3-amino-3-[(5-acetamido-1-methoxy-1-oxopentan-2-yl)carbamoyl]propionic acid